(R)-8-(benzyloxy)-5-(2-((2-bromophenyl)amino)-1-hydroxyethyl)quinolin-2(1H)-one C(C1=CC=CC=C1)OC=1C=CC(=C2C=CC(NC12)=O)[C@H](CNC1=C(C=CC=C1)Br)O